ethyl 3-(4-chloro-2,6-dimethylphenyl)-8-methoxy-1-methyl-2-oxo-1,8-diazaspiro[4.5]dec-3-en-4-ylcarboxylate ClC1=CC(=C(C(=C1)C)C=1C(N(C2(C1C(=O)OCC)CCN(CC2)OC)C)=O)C